2-((4-methoxyphenyl)ethynyl)-4-methylpyridine COC1=CC=C(C=C1)C#CC1=NC=CC(=C1)C